(2S,3S)-3-((4-(6-fluoro-1H-pyrrolo[2,3-b]pyridin-3-yl)-6-(2-furyl)-1,3,5-triazin-2-yl)amino)bicyclo[2.2.2]octane-2-carboxylic acid FC1=CC=C2C(=N1)NC=C2C2=NC(=NC(=N2)C=2OC=CC2)N[C@@H]2[C@H](C1CCC2CC1)C(=O)O